CC=1CC[C@H]([C@H](C1)C=1C(=CC(=CC1CCC1=CC=CC=C1)O)O)C(=C)C (1'S,2'R)-5'-methyl-6-phenethyl-2'-(prop-1-en-2-yl)-1',2',3',4'-tetrahydro-[1,1'-biphenyl]-2,4-diol